CN1N=C2C(=CC(=CC2=C1)C=1N=C2SC(=NN2C1)N(C1CCN(CC1)C)C)C#N 2-Methyl-5-{2-[methyl(1-methylpiperidin-4-yl)amino]imidazo[2,1-b][1,3,4]thiadiazol-6-yl}-2H-indazol-7-carbonitril